BrC=1C=C(C=C(C1)S(=O)(=O)C)S(=O)(=O)C1=CC=C(S1)CNC(OC(C)(C)C)=O tert-butyl ((5-((3-bromo-5-(methylsulfonyl)phenyl)sulfonyl)thiophen-2-yl)methyl)carbamate